4-(3-(1H-tetrazol-5-yl)phenylaminocarbonyl)-2,5-dihydroxybenzoic acid N1N=NN=C1C=1C=C(C=CC1)NC(=O)C1=CC(=C(C(=O)O)C=C1O)O